C(C)C1=C2C(=CNC2=CC=C1)C=O 4-ETHYLINDOLE-3-CARBOXALDEHYDE